methyl 2-(4-fluoro-2-methylphenoxy)-4-nitrobenzoate FC1=CC(=C(OC2=C(C(=O)OC)C=CC(=C2)[N+](=O)[O-])C=C1)C